C(C)(C)(C)C=1C=C(C(=O)/N=C/2\NCC(N2)=O)C=CC1NC1=CC(=CC=C1)C(NC(C)C)=O 3-tert-butyl-N-[(2E)-4-oxoimidazolidin-2-ylidene]-4-({3-[(propan-2-yl)carbamoyl]phenyl}amino)benzamide